((1R,4R,7R)-7-amino-2-azabicyclo[2.2.1]hept-2-yl)(2-(3-ethyl-2-methyl-2,3-dihydro-1H-pyrrolo[1,2,3-de]quinoxalin-5-yl)-7-fluoro-1-methyl-1H-benzo[d]imidazol-5-yl)methanone N[C@H]1[C@@H]2N(C[C@H]1CC2)C(=O)C2=CC1=C(N(C(=N1)C1=CC=3C=4N1C(C(NC4C=CC3)C)CC)C)C(=C2)F